diazanone N(N)=O